CN1N=C(C2=CC=C(C=C12)C(=O)O)C1=NC(=NS1)C 1-methyl-3-(3-methyl-1,2,4-thiadiazole-5-yl)-1H-indazole-6-carboxylic acid